6-methyl-4,4a,5,5a-tetrahydrotetracene-1,3,12-trione CC1C2CC3CC(CC(C3C(C2=CC2=CC=CC=C12)=O)=O)=O